3-Chloro-6-(ethoxymethyl)-1,9,9-trimethyl-9,10-dihydroacridine ClC=1C=C(C=2C(C3=CC=C(C=C3NC2C1)COCC)(C)C)C